Collidin N1=C(C=C(C=C1C)C)C